CC1=NN(C2=C(C=CC=C12)C(C(=O)O)N1CC(C1)OCCCCCC1=NC=2NCCCC2C=C1)C1(CC1)C 2-(3-methyl-1-(1-methylcyclopropyl)-1H-indazol-7-yl)-2-(3-((5-(5,6,7,8-tetrahydro-1,8-naphthyridin-2-yl)pentyl)oxy)azetidin-1-yl)acetic acid